N-[5-[6-(dimethylamino)pyridin-3-yl]-4-fluoro-2-[(3R,5S)-3,4,5-trimethylpiperazin-1-yl]phenyl]-6-oxo-4-(trifluoromethyl)-1H-pyridine-3-carboxamide CN(C1=CC=C(C=N1)C=1C(=CC(=C(C1)NC(=O)C1=CNC(C=C1C(F)(F)F)=O)N1C[C@H](N([C@H](C1)C)C)C)F)C